P(=O)(OCC)(OCC(F)(F)F)[O-].[Mn+2].C(C)OP(=O)(OCC(F)(F)F)[O-] manganese ethyl (2,2,2-trifluoroethyl) phosphate